FC1=CC=C(C=N1)NC(CN(C(OC(C)(C)C)=O)C)=O tert-butyl (2-((6-fluoropyridin-3-yl)amino)-2-oxoethyl)(methyl)carbamate